FC(C(=O)[O-])(F)F.COC=1C=C(\C=C\2/CC(C\C(\C2=O)=C/C2=CC(=C(C=C2)OC)OC)NC(CC=2[NH+]=CNC2)=O)C=CC1OC 4-(2-((3,5-Bis((E)-3,4-dimethoxybenzylidene)-4-oxocyclohexyl)amino)-2-oxoethyl)-1H-imidazol-3-ium trifluoroacetate